C(CO[C@@H]1[C@@H]([C@H]([C@H]([C@H](O1)CO)O[C@@H]2[C@@H]([C@H]([C@@H]([C@H](O2)CO)O[C@H]3[C@@H]([C@H]([C@@H]([C@H](O3)CO)O[C@H]4[C@@H]([C@H]([C@@H]([C@H](O4)CO)O)O)O)O)O)O)O)O)O)N The molecule is an alpha-D-glucoside that is the 2-aminoethyl glycoside of a tetrasaccharide consisting of two beta-D-glucosyl residues, an alpha-D-glucosyl residue and (at the reducing end) an alpha-D-galactosyl residue, all linked sequentially (1->4). It is an alpha-D-galactoside and a tetrasaccharide derivative.